methyl ((1-((3-((2-((1H-1,2,4-triazol-3-yl)methoxy)-5-ethylphenyl)sulfonamido)-4-methoxybenzo[d]isoxazol-6-yl)methyl)-1H-pyrazol-4-yl)methyl)carbamate N1N=C(N=C1)COC1=C(C=C(C=C1)CC)S(=O)(=O)NC1=NOC2=C1C(=CC(=C2)CN2N=CC(=C2)CNC(OC)=O)OC